2-[5-(difluoromethyl)-4-(3-fluorophenyl)-6-oxo-3-propan-2-ylpyridazin-1-yl]-N-(5-fluoropyrimidin-4-yl)acetamide FC(C1=C(C(=NN(C1=O)CC(=O)NC1=NC=NC=C1F)C(C)C)C1=CC(=CC=C1)F)F